(R)-5-chloro-N-(3-methylbutan-2-yl)-6-(2,4,6-trifluorophenyl)-[1,2,4]triazolo[1,5-a]pyrimidin-7-amine ClC1=NC=2N(C(=C1C1=C(C=C(C=C1F)F)F)N[C@H](C)C(C)C)N=CN2